OC1=CC=C(C=C1)C(CCC)(C1=CC=C(C=C1)O)C1=CC=C(C=C1)O 1,1,1-tris(4-hydroxyphenyl)butane